CC=1C(=C(C=C(C1)C(F)(F)F)O)C=1C=CC=2C(N1)=NN(C2)[C@H]2C[C@@H](CC2)O 3-methyl-2-[2-[(1R,3R)-3-hydroxycyclopentyl]pyrazolo[3,4-b]pyridin-6-yl]-5-(trifluoromethyl)-phenol